C(CCCCC)OC1=C(C=O)C=CC=C1 2-(hexyloxy)benzaldehyde